ClC1=C2C(=C(N=C1)OC)N(C(=C2)CCl)COCC[Si](C)(C)C 4-chloro-2-(chloromethyl)-7-methoxy-1-((2-(trimethylsilyl)ethoxy)methyl)-1H-pyrrolo[2,3-c]pyridine